O=C1CN(CCN1C1CCNCC1)C(=O)OC(C)(C)C tert-butyl 3-oxo-4-(piperidin-4-yl)piperazine-1-carboxylate